8-(4-fluoro-6-methoxybenzo[d]thiazol-2-yl)-3-isopropyl-6-methyl-quinazolin-4(3H)-one FC1=CC(=CC2=C1N=C(S2)C=2C=C(C=C1C(N(C=NC21)C(C)C)=O)C)OC